2-oxo-2-(propylamino)acetic acid ethyl ester C(C)OC(C(NCCC)=O)=O